(3aS,4S,6R,6aR)-4-(Benzyloxy)-6-ethenyl-2,2-dimethyl-hexahydrocyclopenta[d][1,3]dioxol C(C1=CC=CC=C1)O[C@H]1C[C@@H]([C@H]2OC(O[C@H]21)(C)C)C=C